1-vinyl-3-ethylimidazolium bromide [Br-].C(=C)N1C=[N+](C=C1)CC